The molecule is a hydroxyaurone that is aurone which is substituted by hydroxy groups at the 3' and 4' positions; major species at pH 7.3. It shows inhibitory activity against several isoforms of the histone deacetylase complex (HDAC). It has a role as an EC 3.5.1.98 (histone deacetylase) inhibitor. It is a hydroxyaurone and a member of catechols. It derives from a 2',3,4-trihydroxy-trans-chalcone. C1=CC=C2C(=C1)C(=O)/C(=C/C3=CC(=C(C=C3)O)O)/O2